Z,E-hexadecadienyl acetate C(C)(=O)O\C=C/C=C/CCCCCCCCCCCC